2-(4-(3-methoxybenzoyl)phenoxy)-N-(pyridin-3-yl)acetamide Tert-Butyl-5-((diethoxyphosphoryl)(hydroxy)methyl)benzo[b]thiophene-2-carboxylate C(C)(C)(C)OC(=O)C1=CC2=C(S1)C=CC(=C2)C(O)P(=O)(OCC)OCC.COC=2C=C(C(=O)C1=CC=C(OCC(=O)NC=3C=NC=CC3)C=C1)C=CC2